6-chloro-8-fluoro-7-(1-methyl-1H-indazol-4-yl)-2-((1-(pyrrolidin-1-ylmethyl)cyclopropyl)methoxy)-4-(2,7-diazaspiro[3.5]nonan-7-yl)quinazoline ClC=1C=C2C(=NC(=NC2=C(C1C1=C2C=NN(C2=CC=C1)C)F)OCC1(CC1)CN1CCCC1)N1CCC2(CNC2)CC1